C[C@@H]1N(CCN(C1)CC1=CC(=C(C=C1)C(F)(F)F)N1CC2C(C1)COC2)C(=O)N2N=C(C=C2)NS(=O)(=O)C N-(1-((2s)-2-Methyl-4-(3-(tetrahydro-1H-furo[3,4-c]pyrrol-5(3H)-yl)-4-(trifluoromethyl)benzyl)piperazine-1-carbonyl)-1H-pyrazol-3-yl)methanesulfonamide